6-(2-allyl-6-((3-fluoro-4-(4-methylpiperazin-1-yl)phenyl)amino)-3-oxo-2,3-dihydro-1H-pyrazolo[3,4-d]pyrimidin-1-yl)pyridine-2-sulfonamide C(C=C)N1N(C2=NC(=NC=C2C1=O)NC1=CC(=C(C=C1)N1CCN(CC1)C)F)C1=CC=CC(=N1)S(=O)(=O)N